S(=O)(=O)(C1=CC=C(C)C=C1)N1C=CC=C1 N-tosyl-azole